3-phenyl-3-(4-methoxyphenyl)-6-methoxy-7-(4-(2-hydroxycarbonylethyl)-carboxypiperidin-1-yl)-13,13-dimethyl-3H,13H-indeno[2',3':3,4]naphtho[1,2-b]pyran C1(=CC=CC=C1)C1(C=CC2=C(O1)C=1C=C(C(=CC1C1=C2C(C2=CC=CC=C21)(C)C)N2C(CC(CC2)CCC(=O)O)C(=O)O)OC)C2=CC=C(C=C2)OC